FC(OC1=NC=CC(=C1)B1OC(C(O1)(C)C)(C)C)F 2-(Difluoromethoxy)-4-(4,4,5,5-tetramethyl-1,3,2-dioxaborolan-2-yl)pyridine